C(C)(C)(C)OC(=O)N([C@H](C(=O)O)C)C (S)-2-(tert-butoxycarbonyl-(methyl)amino)propionic acid